N-{[2-(2,6-dioxopiperidin-3-yl)-1-oxo-2,3-dihydro-1H-isoindol-5-yl]methyl}-2-ethoxyacetamide O=C1NC(CCC1N1C(C2=CC=C(C=C2C1)CNC(COCC)=O)=O)=O